5-(5-amino-2,4-dimethyl-phenyl)-1,3-dimethyl-pyrimidine-2,4-dione NC=1C(=CC(=C(C1)C=1C(N(C(N(C1)C)=O)C)=O)C)C